(S)-4-methoxyphenylethylamine C[C@@H](C1=CC=C(C=C1)OC)N